COC=1C=CC=C2C(=CN(C12)C)C1=NC=NC=C1C(=O)[O-] 4-(7-methoxy-1-methyl-1H-indol-3-yl)pyrimidine-5-carboxylate